FC(C1=NSC(=N1)C=1C=NN2C1C=C(C=C2N2CCC1(COC1)CC2)S(=O)(=O)N)F 3-(3-(difluoromethyl)-1,2,4-thiadiazol-5-yl)-7-(2-oxa-7-azaspiro[3.5]nonan-7-yl)pyrazolo[1,5-a]pyridine-5-sulfonamide